C(CCCCCCCCCCCCCC=CCC=CCCCCCCCCCCC)(=O)O Triaconta-15,18-dienoic acid